5-chloro-N4-cyclopropyl-N2-(1-(2-(methylsulfonyl)ethyl)-1H-indazol-4-yl)-7H-pyrrolo[2,3-d]pyrimidine-2,4-diamine ClC1=CNC=2N=C(N=C(C21)NC2CC2)NC2=C1C=NN(C1=CC=C2)CCS(=O)(=O)C